N-((1r,3r)-3-((5-([1,2,4]Triazolo[1,5-a]pyridin-6-yl)-4-methoxypyrrolo[2,1-f][1,2,4]triazin-2-yl)amino)-1-methylcyclobutyl)-1-cyanocyclopropane-1-carboxamide N=1C=NN2C1C=CC(=C2)C=2C=CN1N=C(N=C(C12)OC)NC1CC(C1)(C)NC(=O)C1(CC1)C#N